4-(Benzylthio)-2-fluorophenyl pivalate C(C(C)(C)C)(=O)OC1=C(C=C(C=C1)SCC1=CC=CC=C1)F